7-(6-(bis(4-methoxybenzyl)amino)-4-methyl-3-(trifluoromethyl)pyridin-2-yl)-8-fluoropyrido[4,3-d]pyrimidine COC1=CC=C(CN(C2=CC(=C(C(=N2)C2=C(C=3N=CN=CC3C=N2)F)C(F)(F)F)C)CC2=CC=C(C=C2)OC)C=C1